N-(2-ethyl-4-oxo-3,4-dihydro-2H-benzo[e][1,3]oxazin-6-yl)-5-chloro-1H-indole-2-carboxamide C(C)C1OC2=C(C(N1)=O)C=C(C=C2)NC(=O)C=2NC1=CC=C(C=C1C2)Cl